FC1=C(C=CC=C1)S(=O)(C)=NC1=CC=C(C#N)C=C1 4-(((2-Fluorophenyl)(methyl)(oxo)-λ6-sulfanylidene)amino)benzonitrile